N1=NN=CC=C1 Tri-azine